CC1(CC1)COCC(CCO)O 4-((1-methylcyclopropyl)methoxy)butane-1,3-diol